(4aS,5S,7aR)-4a-(3-boronopropyl)octahydro-1H-pyrrolo[3,4-b]pyridine-5-carboxylic acid B(O)(O)CCC[C@@]12[C@@H](NCCC1)CN[C@@H]2C(=O)O